NCC(=O)O.C(CCC)P(CCCC)(CCCC)CCCC tetrabutylphosphine glycine salt